ClC1=CC=C(C=C1)S(=O)(=O)\N=C(/N[C@@H](CS(N)(=O)=O)C)\N1N=C([C@@H](C1)C1=CC=CC=C1)C1=CC=C(C=C1)F (R,E)-N'-((4-chlorophenyl)sulfonyl)-3-(4-fluorophenyl)-4-phenyl-N-((R)-1-sulfamoylpropan-2-yl)-4,5-dihydro-1H-pyrazole-1-carboximidamide